FC1(C(CN(CC1)C1=NC2=CC(=CC=C2C=C1C(=O)O)C)C)F 2-(4,4-difluoro-3-methylpiperidin-1-yl)-7-methylquinoline-3-carboxylic acid